FC(C=1C=C(C=CC1)NC1=NC2=C(C3=CC=NC=C13)C1=C(N2)C=NC=C1)(F)F N-(3-(trifluoromethyl)phenyl)-7H-pyrido[4',3':4,5]pyrrolo[2,3-c][2,7]naphthyridin-5-amine